C(C)(C)(C)C1=C(C(=CC(=C1)C)C(C)(C)C)P1(OC2(CCCCOP(O2)([O-])C2=C(C=C(C=C2C(C)(C)C)C)C(C)(C)C)O1)[O-] pentanetetra-yl di(2,6-di-tert-butyl-4-methylphenyl phosphite)